2-ethyl-1,3-pentadiene C(C)C(=C)C=CC